C(C)C1(C([C@H](C=C([C@@H]1C)C)C)(C(=O)[O-])CCC)C(=O)[O-] trans-2-ethyl-1-propyl-3,4,6-trimethylcyclohex-4-ene-1,2-dicarboxylate